4-{[(tert-butyldimethylsilyl)oxy]methyl}-2-chloro-3-fluoropyridine [Si](C)(C)(C(C)(C)C)OCC1=C(C(=NC=C1)Cl)F